NC1=C(C(=NN1)N=NC1=NNC=C1C1=CC=CC=C1)N Diamino-4-phenylazopyrazole